NC1=CC=C(C=N1)C=1C=C(C(=O)N)C=CC1 3-(6-AMINOPYRIDIN-3-YL)BENZAMIDE